C(C)OC(=O)N1CCN(CC1)C1=NC=2N(C=C1)N=CC2C=2C(=NC(=CC2)OC)OC 4-(3-(2,6-dimethoxypyridin-3-yl)pyrazolo[1,5-a]pyrimidin-5-yl)piperazine-1-carboxylic acid ethyl ester